methyl-1H-pyrrolo[2,3-b]pyridine-2-carbonyl chloride CN1C(=CC=2C1=NC=CC2)C(=O)Cl